C1(CC1)N1COC2=C(C1)C=1C(=C(OC1C=C2)C2=CC=CC=C2)C(=O)OCC Ethyl 2-cyclopropyl-8-phenyl-2,3-dihydro-1H-benzofuro[4,5-E][1,3]oxazine-9-carboxylate